4-(4-((1R,5S)-3-oxa-7,9-diazabicyclo[3.3.1]nonan-9-yl)-6,8-difluoro-2-(((2S,4R)-4-fluoro-1-methylpyrrolidin-2-yl)methoxy)quinazolin-7-yl)naphthalen-2-ol [C@H]12COC[C@H](CNC1)N2C2=NC(=NC1=C(C(=C(C=C21)F)C2=CC(=CC1=CC=CC=C21)O)F)OC[C@H]2N(C[C@@H](C2)F)C